1-{3-[(1R)-1-aminoethyl]-2-fluorophenyl}-1,1-difluoro-2-methylpropan-2-ol N[C@H](C)C=1C(=C(C=CC1)C(C(C)(O)C)(F)F)F